NC1CC(C1)CCC1=CC=CC(=N1)N(C(OC(C)(C)C)=O)C tert-butyl (6-(2-((1s,3r)-3-aminocyclobutyl)ethyl)pyridin-2-yl)(methyl)carbamate